4-((R)-10-Acryloyl-4-chloro-2-fluoro-14-oxo-8,8a,9,10,11,12-hexahydro-7H,14H-pyrazino[1',2':5,6][1,5]diazocino[3,2,1-hi]indol-3-yl)-2-amino-7-fluorobenzo[b]thiophene-3-carbonitrile C(C=C)(=O)N1C[C@@H]2N(C(C=3C=C(C(=C4C(=CN(C34)CC2)Cl)C2=CC=C(C=3SC(=C(C32)C#N)N)F)F)=O)CC1